FC(C(=O)C=1C(=NC=CC1)NC(OC(C)(C)C)=O)(F)F tert-butyl [3-(trifluoroacetyl)pyridin-2-yl]carbamate